2-(4-fluorophenyl)-5-(5-fluoropyridin-3-yl)-7-hydroxy-2,5,6,7-tetrahydro-3H-pyrrolo[2,1-c][1,2,4]triazol-3-one FC1=CC=C(C=C1)N1N=C2N(C1=O)C(CC2O)C=2C=NC=C(C2)F